4-bromo-2-(3-tert-butylphenyl)-1H-indol-5-ol BrC1=C2C=C(NC2=CC=C1O)C1=CC(=CC=C1)C(C)(C)C